boranyl phosphate P(=O)(OB)([O-])[O-]